BrC=1C2(C3=CC=C(C=C3C1)C)CCC(CC2)(C(=O)OC)NC2=CC(=CC=C2)Cl methyl (1s,4s)-2'-bromo-4-(3-chloroanilino)-5'-methylspiro[cyclohexane-1,1'-indene]-4-carboxylate